ethyl 2-chloro-4-[(2-methyl-4,5-dihydro-2H-[1]benzoxepino[4,5-c]pyrazol-7-yl)amino]pyrimidine-5-carboxylate ClC1=NC=C(C(=N1)NC1=CC=CC2=C1OCCC1=NN(C=C12)C)C(=O)OCC